FC=1C=CC(=NC1)NC1=NC=CC(=N1)N1C=2N(CCC1)N=C(C2)C#CC(C)(O)C=2SC=CN2 4-(4-(2-((5-Fluoropyridin-2-yl)amino)pyrimidin-4-yl)-4,5,6,7-tetrahydropyrazolo[1,5-a]pyrimidin-2-yl)-2-(thiazol-2-yl)but-3-yn-2-ol